C(C1=CC=CC=C1)N1C(C(CC1)(C1=NC=NS1)C1=CC(=C(C=C1)C)F)=O 1-benzyl-3-(3-fluoro-4-methylphenyl)-3-(1,2,4-thiadiazol-5-yl)pyrrolidin-2-one